FC1=C(N)C=CC(=C1COC=1C=C2C(=NC1)N(N=C2)COCC[Si](C)(C)C)F 2,4-difluoro-3-[[(1-[[2-(trimethylsilyl)ethoxy]methyl]pyrazolo[3,4-b]pyridin-5-yl)oxy]methyl]aniline